tert-Butyl (S)-3-(3-methoxyazetidin-1-yl)pyrrolidine-1-carboxylate COC1CN(C1)[C@@H]1CN(CC1)C(=O)OC(C)(C)C